C(CCCCCCC\C=C/CCCCCCCC)(=O)O.[Co] cobalt oleic acid